1-[(1-methyl-1H-pyrazol-4-yl)(oxan-4-yl)sulfamoyl]-3-[3-(propan-2-yl)phenyl]urea Sodium Salt [Na].CN1N=CC(=C1)N(S(=O)(=O)NC(=O)NC1=CC(=CC=C1)C(C)C)C1CCOCC1